(Z,Z)-4,4'-[1,3-Phenylenebis(oxy-4,1-phenyleneimino)]bis[4-oxo-2-butenoic acid] C1(=CC(=CC=C1)OC1=CC=C(C=C1)NC(\C=C/C(=O)O)=O)OC1=CC=C(C=C1)NC(\C=C/C(=O)O)=O